(4-hydroxy-3-methoxyphenyl)propionic acid OC1=C(C=C(C=C1)C(C(=O)O)C)OC